C(C)N1C(C2=NC(=CC=C2C1=O)NC1=NC=C(C(=N1)N[C@H](CO)C1=CC=CC=C1)C1=NC(=NO1)N1CCOCC1)(C)C (S)-6-ethyl-2-((4-((2-hydroxy-1-phenylethyl)amino)-5-(3-morpholino-1,2,4-oxadiazol-5-yl)pyrimidin-2-yl)amino)-7,7-dimethyl-6,7-dihydro-5H-pyrrolo[3,4-b]pyridin-5-one